F[C@@H]1[C@@H]2CCC[C@H](C[C@H]1SC=1N=CC(=NC1)C=1C(=CC(=NC1)N1C=NC=C1)O)N2 5-(5-(((1S,2R,3R,5R)-2-fluoro-9-azabicyclo[3.3.1]nonan-3-yl)thio)pyrazin-2-yl)-2-(1H-imidazol-1-yl)pyridin-4-ol